8-(3,5-difluorophenoxy)-7-(4-fluorobenzyl)-1-(3-hydroxypropyl)-3-methyl-1H-purine-2,6(3H,7H)-dione FC=1C=C(OC2=NC=3N(C(N(C(C3N2CC2=CC=C(C=C2)F)=O)CCCO)=O)C)C=C(C1)F